1-(6-((4-(3-((4-((3-chloro-4-fluorophenyl)amino)-7-methoxyquinazolin-6-yl)oxy)propyl)piperazin-1-yl)methyl)pyridazin-3-yl)dihydropyrimidine-2,4(1H,3H)-dione ClC=1C=C(C=CC1F)NC1=NC=NC2=CC(=C(C=C12)OCCCN1CCN(CC1)CC1=CC=C(N=N1)N1C(NC(CC1)=O)=O)OC